FC(C1=C2C=C(NC2=CC=C1)C(=O)N(C)C1C=2C3=C(C(NC2CN(C1)C(=O)OC(C)(C)C)=O)C=C(C(=C3)F)F)F tert-butyl 1-(4-(difluoromethyl)-N-methyl-1H-indole-2-carboxamido)-8,9-difluoro-6-oxo-1,4,5,6-tetrahydrobenzo[c][1,7]naphthyridine-3(2H)-carboxylate